2-(2,6-dimethyl-4-morpholinylthio)benzothiazole CC1CN(CC(O1)C)SC=1SC2=C(N1)C=CC=C2